(4-(6-(4-chlorophenyl)-2-(pyridin-3-yl)pyrimidin-4-yl)piperazin-1-yl)-4-hydroxybutan-1-one ClC1=CC=C(C=C1)C1=CC(=NC(=N1)C=1C=NC=CC1)N1CCN(CC1)C(CCCO)=O